(R)-1,2-dimethyl-N-(4-methyl-3-(((R)-1-(naphthalen-1-yl)ethyl)carbamoyl)phenyl)pyrrolidine-2-carboxamide CN1[C@](CCC1)(C(=O)NC1=CC(=C(C=C1)C)C(N[C@H](C)C1=CC=CC2=CC=CC=C12)=O)C